O[C@]12[C@H](CN(C1)C[C@@H](O)C=1C=C3CC(NC3=CC1)=O)C[C@H]([C@H]2O)OC2=CC=CC=C2 5-((S)-2-((3ar,4r,5r,6as)-3a,4-dihydroxy-5-phenoxyhexahydrocyclopenta[c]pyrrol-2(1H)-yl)-1-hydroxyethyl)indolin-2-one